tetrazolon N1=NN=NC1=O